F[C@H](C1(COC1)C=1C=C(C=CC1)N1C(C2=CC(=CC(=C2C1)C(F)(F)F)CN1C[C@@H](CCC1)CO)=O)C1=NN=CN1C 2-(3-(3-((R)-fluoro(4-methyl-4H-1,2,4-triazol-3-yl)methyl)oxetan-3-yl)phenyl)-6-(((R)-3-(hydroxymethyl)piperidin-1-yl)methyl)-4-(trifluoromethyl)isoindolin-1-one